2-[5-[(1S)-1-aminoethyl]-3-morpholino-1,2,4-triazol-1-yl]thiazole-5-carbonitrile-hydrochloride Cl.N[C@@H](C)C1=NC(=NN1C=1SC(=CN1)C#N)N1CCOCC1